3-(tosylmethyl)styrene tricyclo[5.2.1.02,6]dec-4-en-8-yl-acetate C12C3CC=CC3C(C(C1)CC(=O)O)C2.S(=O)(=O)(C2=CC=C(C)C=C2)CC=2C=C(C=C)C=CC2